7'-((7H-pyrrolo[2,3-d]pyrimidin-4-yl)amino)-5'-methyl-spiro[cyclobutane-1,2'-pyrido[2,1-f][1,2,4]triazine]-4',8'(1'H,3'H)-dione hydrochloride Cl.N1=CN=C(C2=C1NC=C2)NC2=CC(=C1C(NC3(NN1C2=O)CCC3)=O)C